NC1=C(C=CC=C1)NC(=O)C1=CC=C(CNC(=O)C2=NC3=CC=CC=C3C(=C2)OC)C=C1 N-(4-((2-aminophenyl)carbamoyl)benzyl)-4-methoxyquinoline-2-carboxamide